3-(3-methyl-5-(((3R,4R)-3-methylpiperidin-4-yl)amino)-1H-indazol-1-yl)piperidine-2,6-dione TFA salt OC(=O)C(F)(F)F.CC1=NN(C2=CC=C(C=C12)N[C@H]1[C@@H](CNCC1)C)C1C(NC(CC1)=O)=O